acetyl-2,5-dihydrofuran C(C)(=O)C1OCC=C1